CN(CCC1OCOC1)C 4-(2-dimethylaminoethyl)-1,3-dioxolane